tert-butyl (4-(4-amino-3-iodo-1H-pyrazolo[3,4-d]pyrimidin-1-yl)butyl)(methyl)carbamate NC1=C2C(=NC=N1)N(N=C2I)CCCCN(C(OC(C)(C)C)=O)C